2-[carboxymethyl(2-hydroxyethyl)amino]acetic acid C(=O)(O)CN(CC(=O)O)CCO